CC=1C=C(C=NC1N1CCNCC1)CC1=CN=C2C(=NC(=NN21)NC(CC)CC)N 7-((5-methyl-6-(piperazin-1-yl)pyridin-3-yl)methyl)-N2-(pentan-3-yl)imidazo[2,1-f][1,2,4]triazine-2,4-diamine